BrC=1C=C2C(=NC1)[C@@H](CC2)O |r| rac-3-bromo-6,7-dihydro-5H-cyclopenta[b]pyridin-7-ol